BrC1=NC(=CC=C1)COC1CC1 2-bromo-6-(cyclopropoxymethyl)pyridine